(1R,3aR,9aR,E)-1-hydroxy-7-isopropyl-1-(methoxymethyl)-9a-methyl-4-methylene-2,3,3a,4,6,8,9,9a-octahydrodicyclopenta[a,d][8]annulen-5(1H)-one O[C@@]\1(CC[C@@H]2/C1=C\[C@@]1(C(CC(C2=C)=O)=C(CC1)C(C)C)C)COC